trans-5-decenol C(CCC\C=C\CCCC)O